ClC=1C(=NN(C(C1)=O)C1=CC=CC=C1)C(=O)N 4-chloro-6-oxo-1-phenyl-pyridazine-3-carboxamide